6-fluoro-N-(1-(hydroxymethyl)cyclopropyl)-2-methyl-5-((4-methylthiazol-5-yl)methoxy)benzofuran-3-carboxamide FC1=CC2=C(C(=C(O2)C)C(=O)NC2(CC2)CO)C=C1OCC1=C(N=CS1)C